C1(CC1)C=1C=CC=2N(C1)C=C(N2)CNC2=CC(=NC=N2)NC(=O)[C@@H]2[C@H](C2)N2C(C=CC(=C2)OC)=O |r| rac-(1S*,2S*)-N-(6-(((6-cyclopropyl-imidazo[1,2-a]pyridin-2-yl)methyl)amino)pyrimidin-4-yl)-2-(5-methoxy-2-oxopyridin-1(2H)-yl)cyclopropane-1-carboxamide